5-benzoylamino-3-(1-(sec-butyl)piperidin-4-yl)-1H-indole C(C1=CC=CC=C1)(=O)NC=1C=C2C(=CNC2=CC1)C1CCN(CC1)C(C)CC